(7S)-7-hydroxy-1-phenyloctane-1,3,5-trione O[C@H](CC(CC(CC(=O)C1=CC=CC=C1)=O)=O)C